triaminotrityl-(triphenylethane) NC1=CC=C(C(C2=CC=C(C=C2)N)(C2=CC=C(C=C2)N)CC(C2=CC=CC=C2)(C2=CC=CC=C2)C2=CC=CC=C2)C=C1